FC([C@H](O)C1=C(C=CC=C1)C1=NC=C2N(C(N(C2=N1)CC1=CC=C(C=C1)C=1N(C=C(N1)C(F)(F)F)C)=N)C)(F)F |o1:2| rel-(1R)-2,2,2-trifluoro-1-[2-[8-imino-7-methyl-9-[[4-[1-methyl-4-(trifluoromethyl)imidazol-2-yl]phenyl]methyl]purin-2-yl]phenyl]ethanol